CC1N(CCC(=C1)C1=CC=2C(=NNC2)S1)C(=O)OC(C)(C)C tert-butyl 2-methyl-4-{2H-thieno[2,3-c]pyrazol-5-yl}-5,6-dihydro-2H-pyridine-1-carboxylate